3-(2-(2-chloro-4-((3-(2,6-dichlorophenyl)-5-isopropylisoxazol-4-yl)methoxy)phenyl)cyclopropyl)benzoic acid ClC1=C(C=CC(=C1)OCC=1C(=NOC1C(C)C)C1=C(C=CC=C1Cl)Cl)C1C(C1)C=1C=C(C(=O)O)C=CC1